6-(7-((3-cyclopropyl-1-methyl-1H-pyrazol-5-yl)sulfonyl)-7-azaspiro[3.5]non-2-yl)-2-oxa-6-azaspiro[3.3]heptane C1(CC1)C1=NN(C(=C1)S(=O)(=O)N1CCC2(CC(C2)N2CC3(COC3)C2)CC1)C